ClC1=C(C=C(CNC(=O)C2CC2)C=C1)C#N N-(4-chloro-3-cyanobenzyl)cyclopropanecarboxamide